N-((1S)-1-(1-(5-((ethyl(oxo)(propyl)-λ6-sulfaneylidene)amino)pyrimidin-2-yl)-1H-1,2,4-triazol-5-yl)ethyl)-3,5-bis(trifluoromethyl)benzamide C(C)S(CCC)(=O)=NC=1C=NC(=NC1)N1N=CN=C1[C@H](C)NC(C1=CC(=CC(=C1)C(F)(F)F)C(F)(F)F)=O